(2'S,7R)-2'-methyl-1'-[[1-(2-methylsulfonylethyl)pyrazol-4-yl]methyl]spiro[4,5-dihydrothieno[2,3-c]pyran-7,4'-piperidine]-2-carbonitrile C[C@@H]1N(CC[C@]2(C1)OCCC1=C2SC(=C1)C#N)CC=1C=NN(C1)CCS(=O)(=O)C